OCCNS(=O)(=O)N1C[C@@H]2[C@H](C1)CC(C2)NC2=C1C(=NC=C2C=2SC3=C(CN(CC3)C)N2)NC=C1 (3aR,5s,6aS)-N-(2-hydroxyethyl)-5-((5-(5-methyl-4,5,6,7-tetrahydrothiazolo[4,5-c]pyridin-2-yl)-1H-pyrrolo[2,3-b]pyridin-4-yl)amino)hexahydrocyclopenta[c]pyrrole-2(1H)-sulfonamide